3-Amino-6,8-dicyclopropyl-4-(7-fluoro-1H-indazol-4-yl)-7-methyl-1H-1,5-naphthyridin-2-one NC=1C(NC2=C(C(=C(N=C2C1C1=C2C=NNC2=C(C=C1)F)C1CC1)C)C1CC1)=O